FC1=C(C=CC=C1[N+](=O)[O-])C=1N=C(SC1CN(C(OC(C)(C)C)=O)C)C tert-butyl ((4-(2-fluoro-3-nitrophenyl)-2-methylthiazol-5-yl)methyl)(methyl)carbamate